3-chloro-5-methyl-4-((2-(trimethylsilyl)ethoxy)methyl)-4H-1,2,4-triazole ClC1=NN=C(N1COCC[Si](C)(C)C)C